6-(4-amino-imidazoquinolinyl)-norleucine NC1=CC=2C=CC=NC2C2=C1N=C(N2)CCCC[C@H](N)C(=O)O